NC1=NC(=NC(=C1CC(C(=O)N)(F)F)N)C1=NN(C2=NN=CC=C21)CC2=C(C=CC=C2)F (4,6-diamino-2-(1-(2-fluorobenzyl)-1H-pyrazolo[3,4-c]pyridazin-3-yl)pyrimidin-5-yl)-2,2-difluoropropionamide